(7-bromo-5-chloro-3-methylbenzofuran-2-yl)methanamine BrC1=CC(=CC=2C(=C(OC21)CN)C)Cl